1-(3-((4-amino-5-(4-phenoxyphenyl)-7-(tetrahydrofuran-3-yl)-7H-pyrrolo[2,3-d]pyrimidin-6-yl)ethynyl)pyrrolidin-1-yl)prop-2-en-1-one NC=1C2=C(N=CN1)N(C(=C2C2=CC=C(C=C2)OC2=CC=CC=C2)C#CC2CN(CC2)C(C=C)=O)C2COCC2